2,4-dichloro-6-t-octyl-amino-s-triazine ClC1N(C(=NC(=N1)Cl)C(C)(C)CC(C)(C)C)N